5,6,7-Trihydroquinoline Nickel [Ni].N1=CC=CC=2CCCCC12